2-(difluoromethyl)-7-vinyl-pyrido[3,2-d]pyrimidin-4-ol FC(C=1N=C(C2=C(N1)C=C(C=N2)C=C)O)F